N-(2-bromo-4-(perfluoropropan-2-yl)-6-(difluoromethoxy)phenyl)-3-(N-(cyclopropylmethyl)benzamido)-2-fluorobenzamide BrC1=C(C(=CC(=C1)C(C(F)(F)F)(C(F)(F)F)F)OC(F)F)NC(C1=C(C(=CC=C1)N(C(C1=CC=CC=C1)=O)CC1CC1)F)=O